NC1=CC=C(C=N1)N1CCC(CC1)(O)N1CCOCC1 1-(6-aminopyridin-3-yl)-4-(N-morpholinyl)piperidin-4-ol